1-methyl-N-(1-(2-(2-methylpyridin-4-yl)thiazol-5-yl)ethyl)-3-(trifluoromethyl)-1H-pyrazole-5-carboxamide CN1N=C(C=C1C(=O)NC(C)C1=CN=C(S1)C1=CC(=NC=C1)C)C(F)(F)F